4-(2-Chlorophenyl)-5-phenyl-2-(2-thienylmethyl)imidazole ethyl-2,2-difluoro-2-(3-nitro-2-pyridyl)acetate C(C)OC(C(C1=NC=CC=C1[N+](=O)[O-])(F)F)=O.ClC1=C(C=CC=C1)C=1N=C(NC1C1=CC=CC=C1)CC=1SC=CC1